ClC=1C=C(C=CC1)C1=CC(=NN1C)[C@@]1(C(N(CC1)C)=O)O (S)-3-(5-(3-Chlorophenyl)-1-methyl-1H-pyrazol-3-yl)-3-hydroxy-1-methylpyrrolidin-2-one